FC1(CC(N(C1)C(=O)OC(C)(C)C)C1=CC(=C(C=C1)C=1N=C2SC3=C(N2C1)C=CC(=C3)C(NCCCN3CCC(CC3)F)=O)F)F tert-butyl 4,4-difluoro-2-(3-fluoro-4-(7-((3-(4-fluoropiperidin-1-yl)propyl)carbamoyl)benzo[d]imidazo[2,1-b]thiazol-2-yl)phenyl)pyrrolidine-1-carboxylate